C(CC(=O)O)(=O)O.BrC1=CC=CC=C1 4-bromobenzene malonate